C(C)(C)(C)OC(=O)N1CC(N(CC1)C1=CC=C(C=C1)[N+](=O)[O-])CC(=O)O 2-(4-(tert-butoxycarbonyl)-1-(4-nitrophenyl)piperazin-2-yl)acetic acid